2,4-dibromothiophene-3-carbonitrile BrC=1SC=C(C1C#N)Br